(R)-tert-butyl 4-(4-aminobenzoyl)-2-methylpiperazine-1-carboxylate NC1=CC=C(C(=O)N2C[C@H](N(CC2)C(=O)OC(C)(C)C)C)C=C1